CN1N=CC(=C1)C=1C=CC=2N(C1)C(=CN2)C2=NC(=NC=C2)NC=2C=NC(=CC2)N2CCN(CC2)C 4-(6-(1-Methyl-1H-pyrazol-4-yl)imidazo[1,2-a]pyridin-3-yl)-N-(6-(4-methylpiperazin-1-yl)pyridin-3-yl)pyrimidin-2-amine